IC=1C2=C(N3C1C1=C(CCC3)N=C(C=C1)C#C[Si](C(C)C)(C(C)C)C(C)C)N=CN=C2N 13-Iodo-3-((triisopropylsilyl)ethynyl)-6,7-dihydro-5H-pyrido[3,2-c]pyrimido[5',4':4,5]pyrrolo[1,2-a]azepin-12-amine